FC=1C=C(C=CC1F)[C@@H](CCC#N)O (R)-1-(3,4-difluorophenyl)-3-cyano-propan-1-ol